C(C)(=O)N[C@H](C(=O)N[C@@H](CC1=CC=C(C=C1)NS(=O)(=O)O)C=1SC=C(N1)C(C)(C)C)CC1=CC=CC=C1 4-[(S)-2-((S)-2-acetylamino-3-phenylpropionylamino)-2-(4-tert-butylthiazol-2-yl)ethyl]-phenylaminosulfonic acid